ethyl-4-(bis(tert-butoxycarbonyl)amino)-2-bromo-6-chloro-5-fluoronicotinic acid C(C)OC(C1=C(N=C(C(=C1N(C(=O)OC(C)(C)C)C(=O)OC(C)(C)C)F)Cl)Br)=O